ClC1=C(C(=CC=C1)Cl)N1N=C(C(=N1)C(=O)N)NC1=CC=C(C=C1)C(=O)N1CC(C1)F 2-(2,6-dichlorophenyl)-5-((4-(3-fluoroazetidine-1-carbonyl)phenyl)amino)-2H-1,2,3-triazole-4-carboxamide